COCOC1=C(C=C(C=C1)C)C(=CC(=O)OC)C1=CC=CC=C1 methyl 3-(2-methoxymethoxy-5-methyl-phenyl)-3-phenyl-acrylate